4-(2-((4-(2-(2-aminopyridin-3-yl)-5-phenyl-3H-imidazo[4,5-b]pyridin-3-yl)benzyl)amino)ethyl)-2-hydroxybenzaldehyde NC1=NC=CC=C1C1=NC=2C(=NC(=CC2)C2=CC=CC=C2)N1C1=CC=C(CNCCC2=CC(=C(C=O)C=C2)O)C=C1